1-(6-nitropyridin-3-yl)piperazine [N+](=O)([O-])C1=CC=C(C=N1)N1CCNCC1